OC1=C(C=C(C=C1)CCOC(C(=C)C)=O)N1N=C2C(=N1)C=CC=C2 2-[2-Hydroxy-5-(methacryloyloxyethyl)phenyl]-2H-benzotriazole